N-xylylaniline C1(=C(C(=CC=C1)C)C)NC1=CC=CC=C1